C(C)(C)(C)OC(=O)N1C[C@](C(=CC1)F)(C(=O)O)C (S)-4-fluoro-3-methyl-3,6-dihydropyridine-1,3(2H)-dicarboxylic acid 1-(tert-butyl) ester